methyl (4-((5-(4-(1H-pyrazol-1-yl)phenyl)-1H-pyrazol-3-yl)amino)-3-methylphenyl)carbamate N1(N=CC=C1)C1=CC=C(C=C1)C1=CC(=NN1)NC1=C(C=C(C=C1)NC(OC)=O)C